2-chloro-N-(1-isopropyl-piperidine-4-yl)quinazoline-4-amine ClC1=NC2=CC=CC=C2C(=N1)NC1CCN(CC1)C(C)C